tert-butyl (2S)-2-(cyanomethyl)-4-(7-(8-ethynyl-3-(methoxymethoxy)naphth-1-yl)-6,8-difluoro-2-((tetrahydro-1H-pyrrolizin-7a(5H)-yl)methoxy)quinazolin-4-yl)piperazine-1-carboxylate C(#N)C[C@@H]1N(CCN(C1)C1=NC(=NC2=C(C(=C(C=C12)F)C1=CC(=CC2=CC=CC(=C12)C#C)OCOC)F)OCC12CCCN2CCC1)C(=O)OC(C)(C)C